C(C1=CC=CC=C1)OC1=CC(C(C=O)(C(=C1F)F)F)F 4-Benzyloxy-1,2,5,6-tetrafluorobenzaldehyde